4-bromo-6-methyl-2,3-dihydro-benzofuran-5-ylamine BrC1=C(C(=CC2=C1CCO2)C)N